4H-IMIDAZOLE-5-CARBOXYLIC ACID N=1C=NCC1C(=O)O